carbon compound with nitrogen [N].[C]